OCC1N(CC(CC1)C1=CC=C(C=C1)C(F)(F)F)C1=C(C#N)C=CC=C1 (2-(hydroxymethyl)-5-(4-(trifluoromethyl)phenyl)piperidin-1-yl)benzonitrile